CCC(=O)OC=C.CCC(=O)OOCC vinyl ethoxy bis(methyl acetate)